CC1(N(C(N(C1=O)C1=C(C(=C(C#N)C=C1)SC)F)=S)CCC1C(OCC1)=O)C 4-[4,4-dimethyl-5-oxo-3-[2-(2-oxotetrahydrofuran-3-yl)ethyl]-2-thioxo-imidazolidin-1-yl]-3-fluoro-2-methylthio-benzonitrile